CC(=O)OI(C1=CC=CC=C1)OC(=O)C phenyliodo diacetate